2-(3,4-dichlorophenyl)-4-(acetoxy)-5-amino-3(2H)-furanone ClC=1C=C(C=CC1Cl)C1OC(=C(C1=O)OC(C)=O)N